C1(=CC=CC=C1)NC1=C(C=C(C=C1)[Si](C1=CC=CC=C1)(C1=CC=CC=C1)C1=CC=CC=C1)B(O)O (2-(phenylamino)-5-(triphenylsilyl)phenyl)boronic acid